C(C)(C)OP(=O)(OC(C)C)CCCCCCC 1-[(diisopropyl)-phosphono]-heptane